C1(=CC=CC2=CC=CC=C12)C1=CC=C(C=C1)B(O)O (4-(1-naphthyl)phenyl)boronic acid